C(C)OC(=O)[C@H]1N(CC(CC1)=O)C(=O)OC(C)(C)C (2S)-5-oxopiperidine-1,2-dicarboxylic acid O1-tert-butyl ester O2-ethyl ester